C(C)OC(C(C(CC(CO[Si](C1=CC=CC=C1)(C1=CC=CC=C1)C(C)(C)C)(C)C)Br)=O)=O bromo-6-[(tert-butyldiphenylsilyl)oxy]-5,5-dimethyl-2-oxohexanoic acid ethyl ester